ClC1=CC=C(C=C1)C1=N[C@H](C=2N(C3=C1C=C(C=C3)OC)C(=NN2)C)CC(=O)NCC (S)-2-(6-(4-chlorophenyl)-8-methoxy-1-methyl-4H-benzo[f][1,2,4]triazolo[4,3-a][1,4]diazepin-4-yl)-N-ethylacetamide